BrC1=CC=C(C=C1)C1(CCC1)N 1-(4-bromophenyl)cyclobutan-1-amine